4-(5-((3-(8-cyanoquinolin-5-yl)-3,6-diazabicyclo[3.1.1]hept-6-yl)methyl)pyridin-2-yl)piperazine-1-carboxylic acid tert-butyl ester C(C)(C)(C)OC(=O)N1CCN(CC1)C1=NC=C(C=C1)CN1C2CN(CC1C2)C2=C1C=CC=NC1=C(C=C2)C#N